5-(4-(((4,6-dimethylpyrimidin-2-yl)amino)methyl)-2-fluoro-6-hydroxyphenyl)-1,2,5-thiadiazolidin-3-one 1,1-dioxide CC1=NC(=NC(=C1)C)NCC1=CC(=C(C(=C1)O)N1CC(NS1(=O)=O)=O)F